C(CCC)OCCOC(C(=C)C)=O 2-Butoxyethyl-methacrylat